ClC=1C(=NC=C(N1)Cl)C(O)C1=CC(=NC=C1C)NCC1=CC=C(C=C1)OC (3,5-dichloropyrazin-2-yl)(2-(4-methoxybenzylamino)-5-methylpyridin-4-yl)methanol